C1(CC1)C=1C(=CC(=C(C(=O)NC2=CC(NC=C2)=O)C1)OC1=C(C=C(C=C1)F)C)C(F)(F)F 5-Cyclopropyl-2-(4-fluoro-2-methylphenoxy)-N-(2-oxo-1,2-dihydropyridin-4-yl)-4-(trifluoromethyl)benzamide